(1S,2R)-2-(((7-bromo-2-(4'-fluoro-2'-(4-methyl-4H-1,2,4-triazol-3-yl)-[1,1'-biphenyl]-3-yl)benzo[d]oxazol-5-yl)methyl)amino)cyclopentan-1-ol BrC1=CC(=CC=2N=C(OC21)C=2C=C(C=CC2)C2=C(C=C(C=C2)F)C2=NN=CN2C)CN[C@H]2[C@H](CCC2)O